C(C)(C)(C)C1=CC=2C3(C4=CC(=CC=C4C2C(=C1)N(C1=CC=2C(C4=CC=CC=C4C2C=C1)(C)C)C1=CC=2C(C4=CC=CC=C4C2C=C1)(C)C)C(C)(C)C)C1=CC=CC=C1C=1C=CC=CC13 2,7-Di-tert-butyl-N,N-bis(9,9-dimethyl-9H-fluoren-2-yl)-9,9'-spirobi[fluoren]-4-amin